4-((S)-1-(4-amino-3-methyl-1H-pyrazolo[3,4-d]pyrimidin-1-yl)ethyl)-6-chloro-2-(1-((R)-2-hydroxypropyl)azetidin-3-yl)-3-methoxybenzonitrile NC1=C2C(=NC=N1)N(N=C2C)[C@@H](C)C2=C(C(=C(C#N)C(=C2)Cl)C2CN(C2)C[C@@H](C)O)OC